CC(CO)(CO)CC 2-methyl-2-ethylpropane-1,3-diol